(1-(4'-(3-Methoxypropoxy)-[1,1'-Biphenyl]-4-yl)cyclopropyl)carbamic acid 1-azabicyclo[3.2.2]non-4-yl ester N12CCC(C(CC1)CC2)OC(NC2(CC2)C2=CC=C(C=C2)C2=CC=C(C=C2)OCCCOC)=O